tert-butyl rac-(3S)-3-[3-(2,4-dioxohexahydropyrimidin-1-yl)-1-methyl-indazol-6-yl]pyrrolidine-1-carboxylate O=C1N(CCC(N1)=O)C1=NN(C2=CC(=CC=C12)[C@H]1CN(CC1)C(=O)OC(C)(C)C)C |r|